4-(((3S,4R)-4-(4-fluorophenyl)piperidin-3-yl)methoxy)benzoic acid hydrochloride Cl.FC1=CC=C(C=C1)[C@H]1[C@@H](CNCC1)COC1=CC=C(C(=O)O)C=C1